O1C(OCC1)C1=NC(=CC=C1)C1=C(C=C(C=C1CC)CC)CC 2-(1,3-dioxolan-2-yl)-6-(2,4,6-triethylphenyl)pyridine